N=1N(C=C2C1CNC2)C2=CC(=CC(=C2C#N)C)CC(C)C 6-(5,6-dihydro-4H-pyrrolo[4,3-c]pyrazol-2-yl)-2-methyl-4-(2-methylpropyl)benzene-1-carbonitrile